2-(2-bromo-5-(trifluoromethyl)phenyl)-2-cyanoacetic acid methyl ester COC(C(C#N)C1=C(C=CC(=C1)C(F)(F)F)Br)=O